CC1=CNC=C1 3-Methyl-1H-pyrrole